N-methyl-2-({3-[(E)-2-{5-[2-(pyrrolidin-1-yl)ethoxy]pyridine-3-yl}vinyl]-1H-indazol-6-yl}thio)benzamide CNC(C1=C(C=CC=C1)SC1=CC=C2C(=NNC2=C1)\C=C\C=1C=NC=C(C1)OCCN1CCCC1)=O